N[C@]1(CN(C[C@@H]1CCCB1OC(C(O1)(C)C)(C)C)C1=C(C(C1=O)=O)NCCNC(=O)OC(C)(C)C)C(=O)O (3R,4S)-3-amino-1-(2-((2-((tert-butoxycarbonyl)amino)ethyl)amino)-3,4-dioxocyclobut-1-en-1-yl)-4-(3-(4,4,5,5-tetramethyl-1,3,2-dioxaborolan-2-yl)propyl)pyrrolidine-3-carboxylic acid